methyl-(((2-(methoxymethyl)-3-oxoquinuclidin-2-yl)methoxy)carbonyl)-L-valine CN([C@@H](C(C)C)C(=O)O)C(=O)OCC1(N2CCC(C1=O)CC2)COC